FC1=C(C=CC(=C1F)OC)C1=CN=C2N1C=CN=C2NC2=CC(=C(C=C2)C(=O)N2CCN(CC2)C(=O)[C@H]2NC[C@H](C2)O)C [4-[[3-(2,3-difluoro-4-methoxy-phenyl)imidazo[1,2-a]pyrazin-8-yl]amino]-2-methyl-phenyl]-[4-[(2S,4S)-4-hydroxypyrrolidine-2-carbonyl]piperazin-1-yl]methanone